3-nitro-4-acetamido-5-bromo-N,N-dimethylbenzamide [N+](=O)([O-])C=1C=C(C(=O)N(C)C)C=C(C1NC(C)=O)Br